7,7'-(2-bromo-5-methyl-1,3-phenylene)bis(7H-dibenzo[b,g]carbazole) BrC1=C(C=C(C=C1N1C2=CC=C3C(=C2C=2C=C4C(=CC12)C=CC=C4)C=CC=C3)C)N3C4=CC=C1C(=C4C=4C=C2C(=CC34)C=CC=C2)C=CC=C1